3-propanediyl phosphonate P1(OCCCO1)=O